2,2'-dithiobis-benzothiazole S1C(=NC2=C1C=CC=C2)SSC=2SC1=C(N2)C=CC=C1